3,5-di-n-butylphenol C(CCC)C=1C=C(C=C(C1)CCCC)O